CC=1N=C(C(=NC1C=1C2=C(C=NC1)N(C=N2)C)C(=O)OC)NC2=CC=C(C=C2)N2CCOCC2 Methyl 5-methyl-6-(3-methylimidazo[4,5-c]pyridin-7-yl)-3-(4-morpholinoanilino)pyrazine-2-carboxylate